ClC1=CC(=C(C=C1)C1=C(C=CC=C1)C=1N=C2N(C=CC(=C2)C(=O)OC)C1C#N)F methyl 2-(4'-chloro-2'-fluoro-[1,1'-biphenyl]-2-yl)-3-cyanoimidazo[1,2-a]pyridine-7-carboxylate